3-{3-[(1S)-1-(4-chlorophenyl)ethoxy]-4-(difluoromethanesulfonamido)phenyl}-5-[(pyrazin-2-yl)amino]-1H-pyrazole-4-carboxamide ClC1=CC=C(C=C1)[C@H](C)OC=1C=C(C=CC1NS(=O)(=O)C(F)F)C1=NNC(=C1C(=O)N)NC1=NC=CN=C1